ClC1=C(C=C(C=C1)C1=NN(C(=N1)CC(=O)NCC=1C=NC(=CC1)OC)CC)F 2-[3-(4-chloro-3-fluorophenyl)-1-ethyl-1H-1,2,4-triazol-5-yl]-N-[(6-methoxypyridin-3-yl)methyl]acetamide